2-(4-(4-(5-cyclopropylpyrimidin-2-yl)piperazine-1-carbonyl)phenyl)-1H-benzo[d]imidazole-4-carboxamide C1(CC1)C=1C=NC(=NC1)N1CCN(CC1)C(=O)C1=CC=C(C=C1)C1=NC2=C(N1)C=CC=C2C(=O)N